7-(pyridin-2-yl)-3,4-dihydronaphthalen-1(2H)-one N1=C(C=CC=C1)C1=CC=C2CCCC(C2=C1)=O